trans-4-(2-Acetamidoacetamido)-N-(3-(1-cyclopropyl-1H-pyrazol-4-yl)phenyl)-N-((trans-4-(4-methoxy-3-methylphenyl)cyclohexyl)methyl)-cyclohexanecarboxamide C(C)(=O)NCC(=O)N[C@@H]1CC[C@H](CC1)C(=O)N(C[C@@H]1CC[C@H](CC1)C1=CC(=C(C=C1)OC)C)C1=CC(=CC=C1)C=1C=NN(C1)C1CC1